6-(5-((4-(cyclopropylmethyl)-2H-1,2,3-triazol-2-yl)methyl)-1-methyl-1H-1,2,3-triazol-4-yl)-2-ethyl-3-iodopyridine C1(CC1)CC1=NN(N=C1)CC1=C(N=NN1C)C1=CC=C(C(=N1)CC)I